benzyl (4-((4-(2-(2,6-dioxopiperidin-3-yl)-6-fluoro-1-oxoisoindolin-5-yl)-piperazin-1-yl)methyl)phenyl)carbamate O=C1NC(CCC1N1C(C2=CC(=C(C=C2C1)N1CCN(CC1)CC1=CC=C(C=C1)NC(OCC1=CC=CC=C1)=O)F)=O)=O